(2S,4S)-2-(2-((tert-butyldimethylsilyl)oxy)ethyl)-4-(4,8-dichloro-7-(8-chloronaphthalen-1-yl)-6-fluoro-1H-pyrazolo[4,3-c]quinolin-1-yl)piperidine-1-carboxylic acid tert-butyl ester C(C)(C)(C)OC(=O)N1[C@@H](C[C@H](CC1)N1N=CC=2C(=NC=3C(=C(C(=CC3C21)Cl)C2=CC=CC1=CC=CC(=C21)Cl)F)Cl)CCO[Si](C)(C)C(C)(C)C